8-((2,6-dimethoxybenzyl)thio)-1,3,7-trimethyl-1H-purine-2,6(3H,7H)-dione COC1=C(CSC2=NC=3N(C(N(C(C3N2C)=O)C)=O)C)C(=CC=C1)OC